ClC1=NC=CC(=C1)NC([C@@](CN1N=CC(=C1)F)(C)O)=O (S)-N-(2-Chloropyridin-4-yl)-3-(4-fluoro-1H-pyrazol-1-yl)-2-hydroxy-2-methylpropanamide